2-({8-[4-amino-3-(trifluoromethoxy)phenyl]-3-oxo-1H,2H,3H-benzo[e]isoindol-2-yl}methyl)prop-2-enamide NC1=C(C=C(C=C1)C=1C=CC2=C(C=3CN(C(C3C=C2)=O)CC(C(=O)N)=C)C1)OC(F)(F)F